L-β-hydroxyl-proline OC1[C@H](NCC1)C(=O)O